N-{2-chloro-6-[4-(propan-2-yl)piperazin-1-yl]phenyl}-4-methyl-4-[2-(propan-2-yl)-1,3-oxazole-5-yl]piperidine-1-carboxamide ClC1=C(C(=CC=C1)N1CCN(CC1)C(C)C)NC(=O)N1CCC(CC1)(C1=CN=C(O1)C(C)C)C